FC=1C=C(C(=O)NC=2SC(=CN2)N2CCCCC2)C=C(C1O)C=O 3-fluoro-5-formyl-4-hydroxy-N-(5-(piperidin-1-yl)thiazol-2-yl)benzamide